1-(3-fluorophenyl)-2-{[5-(4-methoxyphenyl)-1H-1,2,4-triazol-3-yl]sulfanyl}propan-1-one FC=1C=C(C=CC1)C(C(C)SC1=NNC(=N1)C1=CC=C(C=C1)OC)=O